3'-(4-chloro-6-phenyl-1,3,5-triazin-2-yl)-[1,1'-biphenyl]-3-carbonitrile ClC1=NC(=NC(=N1)C1=CC=CC=C1)C=1C=C(C=CC1)C1=CC(=CC=C1)C#N